N(=C=O)CCCC1(C2C(CC(C1)C2)CN=C=O)CN=C=O 2-(3-isocyanatopropyl)-2,6-bis(isocyanatomethyl)-bicyclo(2.2.1)heptane